FC=1C=C(C=CC1)[C@@H]1N(CCC1)C=1C=CC=2N(N1)C(=CN2)C2=CC=CC(=N2)N2CCC(CC2)C(=O)O (R)-1-(6-(6-(2-(3-fluorophenyl)pyrrolidin-1-yl)imidazo[1,2-b]pyridazin-3-yl)pyridin-2-yl)piperidine-4-carboxylic acid